ClC=1C=C2C(=CC1)NC(C21CCN(CC1)CCOC1=CC2=C(N(C(N2)=O)C2CC(C2)(C)O)C(=C1)F)=O 5-{2-(5-chloro-2-oxospiro[indoline-3,4'-piperidin]-1'-yl)ethoxy}-7-fluoro-1-(3-hydroxy-3-methylcyclobutyl)-1,3-dihydro-1,3-benzimidazol-2-one